tert-butyl 4-(4-((6-cyano-8-cyclopentyl-7-oxo-7,8-dihydropyrido[2,3-d]pyrimidin-2-yl)amino)-2-fluorophenyl)piperazine-1-carboxylate C(#N)C1=CC2=C(N=C(N=C2)NC2=CC(=C(C=C2)N2CCN(CC2)C(=O)OC(C)(C)C)F)N(C1=O)C1CCCC1